2-di-n-butylamino-4,6-dimercapto-1,3,5-triazine C(CCC)N(C1=NC(=NC(=N1)S)S)CCCC